O=C1NN=C(O1)C1=CC=C(C=C1)NCC1CCN(CC1)C(=O)OCC1=CC(=CC(=C1)Cl)Cl 3,5-dichlorobenzyl 4-(((4-(5-oxo-4,5-dihydro-1,3,4-oxadiazol-2-yl)phenyl)amino)methyl)piperidine-1-carboxylate